(8S,9S,10R,13S,14S,17S)-17-((E)-1-(Ethoxyimino)ethyl)-10,13-dimethyl-6,7,8,9,10,11,12,13,14,15,16,17-dodecahydro-1H-cyclopenta[a]phenanthren-3(2H)-one C(C)O\N=C(/C)\[C@H]1CC[C@H]2[C@@H]3CCC4=CC(CC[C@@]4([C@H]3CC[C@]12C)C)=O